C(CCCC)OC(=O)C1C(CC(CC1)C(=O)OCCCCC)C(=O)OCCCCC 1,2,4-Cyclohexanetricarboxylic acid tripentyl ester